β,β-diphenyl-alanine C1(=CC=CC=C1)C([C@H](N)C(=O)O)C1=CC=CC=C1